N-(3-fluoro-4-(oxazol-5-yl)phenyl)chromane-3-carboxamide FC=1C=C(C=CC1C1=CN=CO1)NC(=O)C1COC2=CC=CC=C2C1